C(C1=CC=CC=C1)O[C@@H]1C[C@]2(N(C=3C(=NN=C(C3)Cl)NC2=O)C1)C(F)F (6aR,8R)-8-(benzyloxy)-2-chloro-6a-(difluoromethyl)-6a,7,8,9-tetrahydro-pyrrolo[1',2':4,5]pyrazino[2,3-c]pyridazin-6(5H)-one